CC=1C=C(C[C@H](N)C(=O)O)C=CC1O 3-methyl-L-tyrosine